OCC1(CCC1)O 1-(hydroxymethyl)cyclobutanol